CN1N=CC(=C1)C=1C=C(C(=O)NC=2N(C=C(N2)CCCCCC(=O)N2CCN(CC2)C)C2=CC=CC=C2)C=CC1 3-(1-methyl-1H-pyrazol-4-yl)-N-(4-(6-(4-methylpiperazin-1-yl)-6-oxohexyl)-1-phenyl-1H-imidazol-2-yl)benzamide